COC(=O)C1=CC=NC2=CC=C(C=C12)N1CC(C1)CCF 6-(3-(2-fluoroethyl)azetidin-1-yl)quinoline-4-carboxylic acid methyl ester